(hexahydro-1H-pyrrolizin-7a-yl-methoxy)-4-(2,2,2-trifluoroethoxy)pyrido[4,3-d]pyrimidine C1CCN2CCCC12COC=1N=C(C2=C(N1)C=CN=C2)OCC(F)(F)F